NC1=NC=CC(=N1)N1C=2N(CCC1)N=C(C2)C#CC(C)(O)C=2SC=CN2 4-(4-(2-Aminopyrimidin-4-yl)-4,5,6,7-tetrahydropyrazolo[1,5-a]pyrimidin-2-yl)-2-(thiazol-2-yl)but-3-yn-2-ol